O5-benzyl O1-ethyl (2S)-2-[6-(2,4-difluoroanilino)pyrazin-2-yl]-2-ethyl-pentanedioat FC1=C(NC2=CN=CC(=N2)[C@@](C(=O)OCC)(CCC(=O)OCC2=CC=CC=C2)CC)C=CC(=C1)F